ClC1=C(CNC2=C3N=CN(C3=NC=N2)[C@H]2[C@@H](O)[C@H](O)[C@H](O2)CO)C=CC=C1 6-(2-chlorobenzylamino)-9-β-D-arabinofuranosylpurin